N-((1S,2S)-2-methyl-1-((S)-4-(2,4,6-triisopropylbenzyl)-4,5-dihydrooxazol-2-yl)butyl)acetamide C[C@H]([C@@H](C=1OC[C@@H](N1)CC1=C(C=C(C=C1C(C)C)C(C)C)C(C)C)NC(C)=O)CC